1,1,1-trifluoro-λ4-sulfanamine FS(N)(F)F